COC(=O)C1=CC2=C(N=C(N2C[C@H]2OCCC2)CCl)C=C1.BrCCCOC1=C(C=C(C=C1)OCCCBr)OCCCBr 1,2,4-tris(bromopropoxy)benzene methyl-2-(chloromethyl)-3-[[(2S)-tetrahydrofuran-2-yl]methyl]benzimidazole-5-carboxylate